FC1=CC(=C(CN2CCN(CC2)C2=C(C(N(C3=CC=C(N=C23)C)C)=O)C#N)C=C1)O 4-(4-(4-fluoro-2-hydroxybenzyl)piperazin-1-yl)-1,6-dimethyl-2-oxo-1,2-dihydro-1,5-naphthyridine-3-carbonitrile